rac-(4-(2,5-difluorophenyl)-2-((trans)-2-methyl-4-oxocyclohexyl)pyridin-3-yl)carbamic acid tert-butyl ester C(C)(C)(C)OC(NC=1C(=NC=CC1C1=C(C=CC(=C1)F)F)[C@H]1[C@@H](CC(CC1)=O)C)=O |r|